N-benzoylhomocysteine C(C1=CC=CC=C1)(=O)N[C@@H](CCS)C(=O)O